(E)-N-(4-(1-(6-(4-(5-((2-(2,6-dioxopiperidin-3-yl)-1,3-dioxoisoindolin-4-yl)thio)pentyl)piperazin-1-yl)nicotinoyl)piperidin-4-yl)butyl)-3-(pyridin-3-yl)acrylamide O=C1NC(CCC1N1C(C2=CC=CC(=C2C1=O)SCCCCCN1CCN(CC1)C1=NC=C(C(=O)N2CCC(CC2)CCCCNC(\C=C\C=2C=NC=CC2)=O)C=C1)=O)=O